((1-(pyrrolidin-1-yl)methyl-cyclopropan-1-yl)methoxy)pyridine N1(CCCC1)CC1(CC1)COC1=NC=CC=C1